CS(=O)(=O)NC=1C=C(C=CC1)N1C=NC2=C1C=C(C=C2)C2=CC=C(C=C2)NC(OCCN(C)C)=O 2-(dimethylamino)ethyl (4-(1-(3-(methylsulfonamido)phenyl)-1H-benzo[d]imidazol-6-yl)phenyl)carbamate